C(C)(C)(C1=CC(=C(C(=C1)Br)OCC(CBr)(Br)C)Br)C1=CC(=C(C(=C1)Br)OCC(CBr)(C)Br)Br 1,1'-(isopropylidene)bis[3,5-dibromo-4-(2,3-dibromo-2-methylpropoxy)benzene]